(5'S,7a'R)-5'-(3,5-difluorophenyl)-1-(pyrazolo[1,5-a]pyrimidin-7-yl)tetrahydro-3'H-spiro[piperidine-4,2'-pyrrolo[2,1-b][1,3]oxazol]-3'-one FC=1C=C(C=C(C1)F)[C@@H]1CC[C@H]2OC3(C(N21)=O)CCN(CC3)C3=CC=NC=2N3N=CC2